CC1=CC(=O)OC1 (R)-3-methyl-butenolide